C(C([2H])([2H])[2H])(N1CCN(CC1)C(=O)OCC1=CC=CC=C1)([2H])[2H] benzyl 4-(ethyl-d5)piperazine-1-carboxylate